SCCC[Si](OC)(OC)OC L-1-(3-mercaptopropyl)trimethoxysilane